cis-3-Hexenyl anthranilate C(C=1C(N)=CC=CC1)(=O)OCC\C=C/CC